BrC1=CC=C(C=C1)C(C)(C)C=1N=C(SC1)NC(=O)NCC1=CC=C(C=C1)OCC(N1CCNCC1)=O 1-(4-(2-(4-bromophenyl)propan-2-yl)thiazol-2-yl)-3-(4-(2-oxo-2-(piperazin-1-yl)ethoxy)benzyl)urea